CIS-3-(1H-IMIDAZOL-4-YL)-2-PROPENOIC ACID N1C=NC(=C1)\C=C/C(=O)O